C1(CC1)CN1N=CC(=C1C)C1=NC(=CC=C1C(C)=O)N1C=NC2=C1C=CC(=C2)NC=2N=NC(=CC2)C 1-[2-[1-(cyclopropylmethyl)-5-methyl-pyrazol-4-yl]-6-[5-[(6-methylpyridazin-3-yl)amino]benzimidazol-1-yl]-3-pyridinyl]ethanone